2,4,6-tricyclohexylbenzene C1(CCCCC1)C1=CC(=CC(=C1)C1CCCCC1)C1CCCCC1